quinolinamine C1=CC=C2C(=C1)C=CC(=N2)N